BrC=1C=C(C=NC1)[C@@H](C)N(S(=O)(=O)CC)C |r| (rac)-N-(1-(5-Bromopyridin-3-yl)ethyl)-N-methylethanesulfonamide